3-ethylimidazole C(C)N1C=NC=C1